tert-butyl {2-[({[(2S,5R)-6-benzyloxy-7-oxo-1,6-diazabicyclo[3.2.1]oct-2-yl] carbonyl}amino)oxy]ethyl}(methyl)carbamate C(C1=CC=CC=C1)ON1[C@@H]2CC[C@H](N(C1=O)C2)C(=O)NOCCN(C(OC(C)(C)C)=O)C